indole-2(6H)-carboxylic acid N1=C(C=C2C=CCC=C12)C(=O)O